C1(CC1)C(=O)NC1=CC(=C(N=N1)C(=O)NC([2H])([2H])[2H])NC1=NC=CC(=C1OC)C1=NOC(=N1)[C@H](C)O 6-Cyclopropanamido-4-[(4-{5-[(1S)-1-hydroxyethyl]-1,2,4-oxadiazol-3-yl}-3-methoxypyridin-2-yl)amino]-N-(2H3)methylpyridazin-3-carboxamid